2-Ethylhexyl p-nitrobenzoate [N+](=O)([O-])C1=CC=C(C(=O)OCC(CCCC)CC)C=C1